CC(C1=C(C=CC=C1)C)=C(C(=O)OCCCC)C(=O)OCCCC di-n-butyl (1-methyl-1-(2-methylphenyl)methylene)malonate